C(=O)(O)C1=C(C(=CC=C1)C(=O)O)C1=CC=CC=C1 2,6-dicarboxyl-biphenyl